C(C1=CC=CC=C1)OC1=NC(=CC=C1C1=NC(=CC=C1)N1CCN(CC1)C(=O)OCCCC)OCC1=CC=CC=C1 butyl 4-(2',6'-bis(benzyloxy)-[2,3'-bipyridin]-6-yl)piperazine-1-carboxylate